CC=1C=CC=C2C=CC=C(C12)N1CC=2N=C(N=C(C2CC1)C1N(CCNC1)C(=O)[O-])OC[C@H]1N(CC(C1)(C)C)C 7-(8-methyl-1-naphthyl)-2-[[(2S)-1,4,4-trimethylpyrrolidin-2-yl]methoxyl-6,8-dihydro-5H-pyrido[3,4-d]pyrimidin-4-yl]piperazine-1-carboxylate